O1C=NC2=C1C=C(C=C2)C(=O)[O-] benzo[d]oxazole-6-carboxylate